C(C)(C)(C)OC(N[C@@H]1C(N(CCC1)C1=NC=C(C=C1)Br)=O)=O (S)-(1-(5-bromopyridin-2-yl)-2-oxopiperidin-3-yl)carbamic acid tert-butyl ester